BrC=1C(=NN(C1C)CC1=CC=C(C=C1)C(F)(F)F)C 4-Bromo-3,5-dimethyl-1-{[p-(trifluoromethyl)phenyl]methyl}-1H-pyrazole